(S)-tert-butyl(1-oxo-1-(4-(3-(trifluoromethoxy)phenyl)piperazin-1-yl)butan-2-yl)carbamate C(C)(C)(C)OC(N[C@H](C(N1CCN(CC1)C1=CC(=CC=C1)OC(F)(F)F)=O)CC)=O